C1=C(C=CC2=CC=CC=C12)NC1=CC=C(C=C1)NC1=CC2=CC=CC=C2C=C1 di(beta-naphthyl)p-phenylenediamine